C(C#CC)(=O)NC1C=C(CCC1)C1=C2C(=C(NC2=C(C=C1F)C(=O)N)C)Cl 4-(3-(but-2-ynamido)cyclohex-1-en-1-yl)-3-chloro-5-fluoro-2-methyl-1H-indole-7-carboxamide